C123CCC(CC1)(CC2)C(=O)OCC(COC3=O)(C)C neopentylene 1,4-bicyclo[2.2.2]octanedicarboxylate